2,2'-bis(2-hydroxyethoxy)-3,3'-bis(2-naphthyl)-1,1'-binaphthyl OCCOC1=C(C2=CC=CC=C2C=C1C1=CC2=CC=CC=C2C=C1)C1=C(C(=CC2=CC=CC=C12)C1=CC2=CC=CC=C2C=C1)OCCO